iso-Butyl (3-cyano-3-acetoxypropyl)methylphosphinat C(#N)C(CCP(OCC(C)C)(=O)C)OC(C)=O